4-t-butyl-2,6-dimethyl-acetyl-benzene C(C)(C)(C)C1=CC=C(C(=C1)C)C(CC)=O